1,2,4,5-Tetrakis(bromomethyl)benzene (S)-tert-butyl-((6-(3'-bromo-2,2'-dichloro-[1,1'-biphenyl]-3-yl)-5-fluoro-2-methoxypyridin-3-yl)methyl)((5-oxopyrrolidin-2-yl)methyl)carbamate C(C)(C)(C)OC(N(C[C@H]1NC(CC1)=O)CC=1C(=NC(=C(C1)F)C=1C(=C(C=CC1)C1=C(C(=CC=C1)Br)Cl)Cl)OC)=O.BrCC1=C(C=C(C(=C1)CBr)CBr)CBr